NC1=NC2=CC=CC(=C2C=C1CCCCC)CCCCCNC(=NCCOC)NC1=CC(=CC=C1)C#N (5-(2-amino-3-pentylquinolin-5-yl)pentyl)-3-(3-cyanophenyl)-2-(2-methoxyethyl)guanidine